C(CCCCCCCCC(=O)OCC1CC2C(CC1)O2)(=O)OCC2CC1C(CC2)O1 bis(3,4-epoxycyclohexylmethyl) sebacate